2-amino-4-(2-chloroethoxy)-5-methoxybenzoic acid methyl ester COC(C1=C(C=C(C(=C1)OC)OCCCl)N)=O